2-chloro-5-((1R,3R)-2,2-dichloro-3-(4-fluoro-3-(trifluoromethyl)phenyl)cyclopropane-1-carboxamido)-N-(2,4-difluoro-3-(3-methylbutanoylamino)phenyl)benzamide ClC1=C(C(=O)NC2=C(C(=C(C=C2)F)NC(CC(C)C)=O)F)C=C(C=C1)NC(=O)[C@@H]1C([C@H]1C1=CC(=C(C=C1)F)C(F)(F)F)(Cl)Cl